C1(CC1)C1=NN(C=N1)C1CC2(CN(C2)C(=O)N2CC3(CN(C3)S(=O)(=O)CC(C)(C)C)C2)C1 [6-(3-cyclopropyl-1,2,4-triazol-1-yl)-2-azaspiro[3.3]heptan-2-yl]-[2-(2,2-dimethylpropylsulfonyl)-2,6-diazaspiro[3.3]heptan-6-yl]methanone